ClC=1C=CN=C2C=CC(=NC12)OC 8-chloro-2-methoxy-1,5-naphthyridine